ClC=1C(=CC=2N(C3=CC(=C(C=C3C2C1)Cl)OC)CCP(O)(O)=O)OC [2-(3,6-Dichloro-2,7-dimethoxy-9H-carbazol-9-yl)ethyl]phosphonic acid